C1(CC(C(CC1)C(C)C)C(C(=O)O)(O)C)C.OC(C(=O)O)C 2-hydroxypropanoate (Menthyl Lactate)